2-(5-fluoro-3-pyridinyl)-9-isopropyl-N-[2-(2-methyl-1H-indol-3-yl)ethyl]Purine-6-amine FC=1C=C(C=NC1)C1=NC(=C2N=CN(C2=N1)C(C)C)NCCC1=C(NC2=CC=CC=C12)C